C(#N)[C@H](C)NC(C1=CC=C(C=C1)C1=NC(=NC=C1C)NC=1C=NN(C1)C1C[C@@H](N[C@@H](C1)C)C)=O N-((S)-1-cyanoethyl)-4-(2-((1-((2S,4s,6R)-2,6-dimethylpiperidin-4-yl)-1H-pyrazol-4-yl)amino)-5-methylpyrimidin-4-yl)benzamide